C(C)N1C(N(C=2N=CN(C2C1=O)CCO)CC)=O 1,3-Diethyl-7-(2-hydroxyethyl)-3,7-dihydro-1H-purine-2,6-dione